benzyl 2-(3-(1,4-dioxaspiro[4.5]decan-8-yl)isoxazol-5-yl)-3-methylbutanoate O1CCOC12CCC(CC2)C2=NOC(=C2)C(C(=O)OCC2=CC=CC=C2)C(C)C